N2-isopropyl-N4-(4-methoxybenzyl)thieno[3,2-d]pyrimidine-2,4-diamine C(C)(C)NC=1N=C(C2=C(N1)C=CS2)NCC2=CC=C(C=C2)OC